5-methylpyridine-2-carboxylic acid CC=1C=CC(=NC1)C(=O)O